2-(carbamoylamino)pentanoic acid C(N)(=O)NC(C(=O)O)CCC